[N+](=O)([O-])C1=C(N[C@H]2C[C@H](C2)C(=O)OC)C=CC=C1 methyl cis-3-(2-nitroanilino)cyclobutanecarboxylate